Epoxybromohexane BrC1C(CCCC)O1